(5R)-5-methyl-2-phenyl-N-[(3S)-9-fluoro-2-oxo-5-phenyl-1,3-dihydro-1,4-benzodiazepine-3-yl]-6,7-dihydro-5H-pyrazolo[5,1-b][1,3]Oxazine-3-carboxamide C[C@@H]1CCN2C(O1)=C(C(=N2)C2=CC=CC=C2)C(=O)N[C@@H]2C(NC1=C(C(=N2)C2=CC=CC=C2)C=CC=C1F)=O